methyl 4-(2-(2-(3-(3-bromophenyl)-3-oxopropyl)-5-oxopyrazolidin-1-yl)ethyl)-2-methoxybenzoate BrC=1C=C(C=CC1)C(CCN1N(C(CC1)=O)CCC1=CC(=C(C(=O)OC)C=C1)OC)=O